BrC=1C(=CC(=C(C=O)C1)F)F 5-bromo-2,4-difluorobenzaldehyde